NC[C@H](C1=CC(=CC(=C1)F)Cl)NC(=O)C=1N=CN(C1)C1=NC(=NC=C1C)NC1CCOCC1 (S)-N-(2-amino-1-(3-chloro-5-fluorophenyl)ethyl)-1-(5-methyl-2-((tetrahydro-2H-pyran-4-yl)-amino)pyrimidin-4-yl)-1H-imidazole-4-carboxamide